2-((1S,5R,6R)-6-amino-5-methoxycyclohex-3-en-1-yl)-3-bromo-5-chloro-N-(thiophen-2-ylmethyl)thieno[3,2-b]pyridin-7-amine hydrochloride Cl.N[C@H]1[C@@H](C=CC[C@@H]1C1=C(C2=NC(=CC(=C2S1)NCC=1SC=CC1)Cl)Br)OC